4-(7-methylimidazo[1,2-a]pyridin-3-yl)-7-[[5-(4-methylpiperazin-1-yl)-2-pyridyl]amino]isoindolin-1-one CC1=CC=2N(C=C1)C(=CN2)C2=C1CNC(C1=C(C=C2)NC2=NC=C(C=C2)N2CCN(CC2)C)=O